BrC1=C(C(=CC=C1)OC)O bromoguaiacol